FC=1C=C(N)C=C(C1F)OC1OCCCC1 3,4-difluoro-5-tetrahydropyran-2-yloxy-aniline